NC([C@H](CCC(=O)OC(C)(C)C)N1C(C2=CC=C(C=C2C1)N1CCC(CC1)N(C)C(=O)OC(C)(C)C)=O)=O tert-butyl (4S)-5-amino-4-[5-[4-[tert-butoxycarbonyl(methyl)amino]-1-piperidyl]-1-oxo-isoindolin-2-yl]-5-oxo-pentanoate